CN1CCN(CC1)C1=CC=C(C=C1)NC=1N=CC2=C(N1)N(C(=C2F)C2CC2)C2=CC=CC(=N2)C(C)(C)O 2-(6-(2-((4-(4-methylpiperazin-1-yl)phenyl)amino)-5-fluoro-6-cyclopropyl-7H-pyrrolo[2,3-d]pyrimidin-7-yl)pyridin-2-yl)propan-2-ol